5-(4-(ethoxycarbonyl)piperidin-1-yl)pyrimidine-2-carboxylic acid C(C)OC(=O)C1CCN(CC1)C=1C=NC(=NC1)C(=O)O